6-((2-hydroxy-7-azaspiro[3.5]nonan-7-yl)methyl)-2-(3-((1r,3r)-3-methoxy-1-(4-methyl-4H-1,2,4-triazol-3-yl)cyclobutyl)phenyl)-4-(trifluoromethyl)isoindolin-1-one OC1CC2(C1)CCN(CC2)CC2=CC(=C1CN(C(C1=C2)=O)C2=CC(=CC=C2)C2(CC(C2)OC)C2=NN=CN2C)C(F)(F)F